C(C)(C)(C)C=1C=C(C=C(C1)C(C)(C)C)S(=O)(=O)[O-] 3,5-di-tert-butylbenzenesulfonate